[e]-[1,2,4]triazine-1,4-dioxide [N+]1(=NC=[N+](C=C1)[O-])[O-]